ClC1=C(C=CC(=C1)F)N1C[C@H](C2(CC1)C=1C=CC(=NC1CN(C2)C[C@@H]2NCCC2)C2=C(C=CC=C2)OCC)CC (3'S)-1'-(2-chloro-4-fluorophenyl)-2-(2-ethoxyphenyl)-3'-ethyl-7-[[(2R)-pyrrolidin-2-yl]methyl]spiro[6,8-dihydro-1,7-naphthyridine-5,4'-piperidine]